C(C(=O)O)(=O)O.C(C(=O)O)(=O)O.C(CC)=O propan-1-one di-oxalate